4-(2,6-dichloro-4-nitrophenoxy)-2-(isopropenyl)phenol ClC1=C(OC2=CC(=C(C=C2)O)C(=C)C)C(=CC(=C1)[N+](=O)[O-])Cl